6,9-Difluoro-8-(hydroxymethyl)-3-methyl-1H-pyrrolo[1,2,3-de]quinoxalin-2(3H)-one FC1=CN2C(C(NC=3C(=C(C=C1C23)CO)F)=O)C